C(C)(C)(C)OC(=O)N1CC(C1)OC=1C(=CC(=NC1)C(=O)O)C(F)(F)F 5-((1-(tert-butoxycarbonyl)azetidin-3-yl)oxy)-4-(trifluoromethyl)picolinic acid